N-(3-(Difluoromethyl)-1-(1-((2-(2,6-dioxopiperidin-3-yl)-4-fluoro-1-oxoisoindoline-5-yl)methyl)piperidin-4-yl)-1H-pyrazol-4-yl)-5-morpholinopyrazolo[1,5-a]pyrimidine-3-carboxamide FC(C1=NN(C=C1NC(=O)C=1C=NN2C1N=C(C=C2)N2CCOCC2)C2CCN(CC2)CC=2C(=C1CN(C(C1=CC2)=O)C2C(NC(CC2)=O)=O)F)F